CO[Si](CCCN(CCC[Si](OC)(OC)OC)CCC[Si](OC)(OC)OC)(OC)OC tris(3-(trimethoxysilyl)propyl)amine